tert-butyl (4-((2,2-difluoropropyl)amino)cyclohexyl)carbamate FC(CNC1CCC(CC1)NC(OC(C)(C)C)=O)(C)F